C(C)(C)(C)C=1C=C(C(=O)OCC(CO)COC(CCCCCCC\C=C/C\C=C/CCCCC)=O)C=C(C1)C(C)(C)C 3-hydroxy-2-((((9Z,12Z)-octadeca-9,12-dienoyl)oxy)methyl)propyl 3,5-di-tert-butylbenzoate